3-[4-amino-5-(trifluoromethyl)pyrrolo[2,1-f][1,2,4]triazin-7-yl]-2,6-difluoro-N-[(3R,4S)-4-fluoro-1-(3,3,3-trifluoro-2-methylpropanoyl)pyrrolidin-3-yl]benzamide NC1=NC=NN2C1=C(C=C2C=2C(=C(C(=O)N[C@@H]1CN(C[C@@H]1F)C(C(C(F)(F)F)C)=O)C(=CC2)F)F)C(F)(F)F